C1(=CCCC1)C1=CN=C2N1C=C(C=C2N2CCN(CC2)C(=O)N(C)C)S(NC2(CC2)C)(=O)=O 4-(3-(cyclopent-1-en-1-yl)-6-(N-(1-methylcyclopropyl)sulfamoyl)imidazo[1,2-a]pyridin-8-yl)-N,N-dimethylpiperazine-1-carboxamide